CS(=O)(=O)[O-].C(C)[N+]1=CC(=CC=C1)CC 1,3-diethylpyridinium methanesulfonate